(R)-4-(5-(1-aminoethyl)-2-(1-ethyl-3-methyl-1H-pyrazol-5-yl)thiazol-4-yl)-1-methyl-1H-pyrazolo[4,3-c]pyridine-6-carboxamide N[C@H](C)C1=C(N=C(S1)C1=CC(=NN1CC)C)C1=NC(=CC2=C1C=NN2C)C(=O)N